3,5-diaminocyclohexanol NC1CC(CC(C1)N)O